OC1=C(C(N(C=C1)C)=O)NC(N[C@@H](CC(=O)O)C1=CC(=CC=C1)C=1C=NC(=CC1)OC)=O (S)-3-(3-(4-hydroxy-1-methyl-2-oxo-1,2-dihydropyridin-3-yl)ureido)-3-(3-(6-methoxypyridin-3-yl)phenyl)propanoic acid